O[C@H]1[C@@H](C(NC1)=O)NC(OCC1=CC=CC=C1)=O benzyl N-[(3S,4R)-4-hydroxy-2-oxo-pyrrolidin-3-yl]carbamate